N[C@@H]1C(=CC2=CC=CC=C12)O (1S,2S)-(-)-1-amino-2-indenol